(4-{5-[5-Chloro-6-(2-methoxyethoxy)-1H-indazol-3-yl]-isoxazol-3-yl}-phenyl)-(4-oxetan-3-yl-piperazin-1-yl)-methanon ClC=1C=C2C(=NNC2=CC1OCCOC)C1=CC(=NO1)C1=CC=C(C=C1)C(=O)N1CCN(CC1)C1COC1